Bicyclo[3.1.0]hexan-1-amine hydrochloride Cl.C12(CCCC2C1)N